The molecule is an indole alkaloid cation that is the conjugate acid of 17-O-acetylnorajmaline, obtained by protonation of the tertiary amino function. Major microspecies at pH 7.3 (according to Marvin v 6.2.0.). It is a conjugate acid of a 17-O-acetylnorajmaline. CC[C@H]1[C@@H]2C[C@H]3[C@H]4[C@@]5(C[C@@H](C2[C@H]5OC(=O)C)[NH+]3[C@@H]1O)C6=CC=CC=C6N4